FC1=CC2=C(N(C(=N2)N2C[C@H]([C@@H](CC2)F)N)CC2=NC=C(C=C2)F)C(=C1)F (3r,4r)-1-(5,7-difluoro-1-((5-fluoropyridin-2-yl)methyl)-1H-benzo[d]imidazol-2-yl)-4-fluoropiperidin-3-amine